methyl (R)-4-(3-fluoro-2-((R)-1-fluoroethyl) phenyl)-2-(fluoromethyl)-5-oxo-4,5,6,7-tetrahydro-1H-cyclopenta[b]pyridine-3-carboxylate FC=1C(=C(C=CC1)[C@@H]1C2=C(NC(=C1C(=O)OC)CF)CCC2=O)[C@@H](C)F